1-bromo-3,5-bis(methylsulfonyl)benzene 3-((2-(4-(trifluoromethyl)phenyl)quinolin-4-yl)thio)propyl-2-oxo-2H-chromene-3-carboxylate FC(C1=CC=C(C=C1)C1=NC2=CC=CC=C2C(=C1)SCCCOC(=O)C=1C(OC2=CC=CC=C2C1)=O)(F)F.BrC1=CC(=CC(=C1)S(=O)(=O)C)S(=O)(=O)C